Hexamethylenebis[3-(3,5-di-t-butyl-4-hydroxyphenyl) propionate] C(C)(C)(C)C=1C=C(C=C(C1O)C(C)(C)C)CC(C(=O)[O-])CCCCCCC(C(=O)[O-])CC1=CC(=C(C(=C1)C(C)(C)C)O)C(C)(C)C